NC=1C=C(C=CC1)C=1N=NN(C1)C=1C=C(C=CC1)C1=CC=C(C=C1)C(C)=O 1-(3'-(4-(3-aminophenyl)-1H-1,2,3-triazol-1-yl)-[1,1'-biphenyl]-4-yl)ethan-1-one